CC1=C(C2=C(SC=C2)C=C1)C=1C=NC=2N(C1N)N=CC2C2=NN=NN2 6-(5-methylbenzo[b]thiophen-4-yl)-3-(1H-tetrazol-5-yl)pyrazolo[1,5-a]pyrimidin-7-amine